N-[5-[(4-chlorophenyl)methoxy]-1,3,4-thiadiazol-2-yl]-3-[3-oxa-8-azabicyclo[3.2.1]octan-8-yl]pyridine-4-carboxamide ClC1=CC=C(C=C1)COC1=NN=C(S1)NC(=O)C1=C(C=NC=C1)N1C2COCC1CC2